C(C1=CC=CC=C1)=C1C(N(C(C1)=O)CCCCCCC(=O)NO)=O 7-(3-benzylidene-2,5-dioxopyrrolidinyl)-N-hydroxyheptanamide